ClC1=C(C(=CC(=C1Cl)Cl)C1CCNCC1)O 2,3,4-trichloro-6-(piperidin-4-yl)phenol